FC(C(=O)O)(F)F.FC(C(=O)O)(F)F.FC(C(=O)O)(F)F.C1(=CC=CC=C1)S(=O)(=O)F benzenesulfonyl fluoride tris(2,2,2-trifluoroacetate)